2-[4-(2-hydroxyethyl)piperazinyl]ethanesulfonic acid C1CN(CCN1CCO)CCS(=O)(=O)O